2-Methoxy-9-(4-methoxyphenyl)-7-oxononanenitrile COC(C#N)CCCCC(CCC1=CC=C(C=C1)OC)=O